ClC1=NN2C(N=C(C=C2NCC2(CN(C2)C(=O)N)C2=CC=C(C=C2)F)C(F)(F)F)=C1 3-(((2-Chloro-5-(trifluoromethyl)pyrazolo[1,5-a]pyrimidin-7-yl)amino)methyl)-3-(4-fluorophenyl)azetidine-1-carboxamide